CN(C)C(CCC=C[SiH3])N(C)C bis(dimethylamino)propylvinylsilane